4-(4-(4-isopropyl-5-(8-methyl-[1,2,4]triazolo[1,5-a]pyridin-6-yl)-1H-pyrazol-3-yl)phenyl)-N-methylcyclohexan-1-amine C(C)(C)C=1C(=NNC1C=1C=C(C=2N(C1)N=CN2)C)C2=CC=C(C=C2)C2CCC(CC2)NC